BrC=1C=CC2=C(C(=N[C@H](C=3N2C(=NN3)SC)CCC(=O)OC)C3=C(C=CC=C3)F)C1 methyl (S)-3-(8-bromo-6-(2-fluorophenyl)-1-(methylthio)-4H-benzo[f][1,2,4]triazolo[4,3-a][1,4]diazepin-4-yl)propionate